tert-butyl 3-{4-[4-(3-amino-2-fluorophenyl)-3-(pyridin-4-yl)pyrazol-1-yl]phenyl}azetidine-1-carboxylate NC=1C(=C(C=CC1)C=1C(=NN(C1)C1=CC=C(C=C1)C1CN(C1)C(=O)OC(C)(C)C)C1=CC=NC=C1)F